(3S)-1-(pyridin-2-ylmethyl)pyrrolidine-3-carboxylic acid methyl ester COC(=O)[C@@H]1CN(CC1)CC1=NC=CC=C1